4-cyano-2-morpholino-6-(trifluoromethyl)quinolin C(#N)C1=CC(=NC2=CC=C(C=C12)C(F)(F)F)N1CCOCC1